N[C@](CO)(C)C1CCN(CC1)C(=O)OC(C)(C)C tert-Butyl (R)-4-(2-amino-1-hydroxypropan-2-yl)piperidine-1-carboxylate